N-((1R,3S)-3-((6-chloro-2-(trifluoromethyl)quinolin-4-yl)amino)cyclohexyl)-3-methyl-1H-pyrazole-4-carboxamide ClC=1C=C2C(=CC(=NC2=CC1)C(F)(F)F)N[C@@H]1C[C@@H](CCC1)NC(=O)C=1C(=NNC1)C